(1-(6-chloro-5-methoxy-4-methylpyridin-3-yl)ethyl)-1H-1,2,3-triazole-4-carboxylic acid Tertiary butyl ester C(C)(C)(C)OC(=O)C=1N=NN(C1)C(C)C=1C=NC(=C(C1C)OC)Cl